ClC1=NC=C(C=N1)C=NO 2-chloropyrimidine-5-carbaldehyde oxime